3-amino-4,4,4-trifluoro-butenoic acid ethyl ester C(C)OC(C=C(C(F)(F)F)N)=O